6-(4-((2S,4r,6S)-2-cyano-7-((5-methoxy-7-methyl-1H-indol-4-yl)methyl)-7-azaspiro[3.5]nonan-6-yl)benzamido)spiro[3.3]heptane-2-carboxylic acid C(#N)C1CC2(C1)C[C@H](N(CC2)CC2=C1C=CNC1=C(C=C2OC)C)C2=CC=C(C(=O)NC1CC3(CC(C3)C(=O)O)C1)C=C2